O=S1(C2=C(CC1)C(=CC=C2)[C@@H](C)NC2=NC(=NC1=CC(=C(C=C21)C2CCC(CC2)C(=O)N2CCNCC2)OC)C)=O 4-((1R,4R)-4-(4-(((R)-1-(1,1-dioxo-2,3-Dihydrobenzo[b]thiophen-4-yl)ethyl)amino)-7-methoxy-2-methylquinazolin-6-yl)cyclohexane-1-carbonyl)piperazine